S(=O)(=O)(O)O.C(C)N(C(=N)N)CC 1,1-diethyl-guanidine sulfate